tert-butyl 6-methyl-4-(2-oxo-6-(trifluoromethyl)-1,2-dihydropyridine-3-carboxamido)-2-propyl-3,4-dihydroquinoline-1(2H)-carboxylate CC=1C=C2C(CC(N(C2=CC1)C(=O)OC(C)(C)C)CCC)NC(=O)C=1C(NC(=CC1)C(F)(F)F)=O